N=1S(CCN2C1CN(CC2)C(=O)[O-])(=O)=O 3,4,6,7-tetrahydropyrazino[2,1-c][1,2,4]thiadiazine-8(9H)-carboxylate 2,2-dioxide